C1(CC1)C=1OC(=CN1)C1=CC=C(C=C1)NC(C1=CC(=CC=C1)CN1CCS(CC1)(=O)=O)=O N-[4-(2-Cyclopropyl-1,3-oxazol-5-yl)phenyl]-3-[(1,1-dioxo-1,4-thiazinan-4-yl)methyl]benzamide